3-(3-(difluoromethyl)phenyl)-1-(3-methoxybicyclo[1.1.1]pent-1-yl)-1-((5-(trifluoromethyl)-1H-pyrazol-3-yl)methyl)urea FC(C=1C=C(C=CC1)NC(N(CC1=NNC(=C1)C(F)(F)F)C12CC(C1)(C2)OC)=O)F